4-((2-hydroxyethyl)sulfonylamino)-2-(6-azaspiro[2.5]oct-6-yl)benzoic acid OCCS(=O)(=O)NC1=CC(=C(C(=O)O)C=C1)N1CCC2(CC2)CC1